C(C)OC(=O)C1=NN(C=C1)CC1=CC=C(C=C1)OCC1(OCCO1)C(F)(F)F.N[C@H]1CN(CC1)C1=NC(=NC2=CC(=CC=C12)NC(C=C)=O)OC (R)-N-(4-(3-Aminopyrrolidin-1-yl)-2-methoxyquinazolin-7-yl)acrylamide ethyl-1-[[4-[[2-(trifluoromethyl)-1,3-dioxolan-2-yl]methoxy]phenyl]methyl]pyrazole-3-carboxylate